(S)-2-((((9H-fluoren-9-yl)methoxy)carbonyl)amino)-3-(2-carbamoyl-1-((2-(trimethylsilyl)ethoxy)methyl)-1H-imidazol-4-yl)propanoic acid C1=CC=CC=2C3=CC=CC=C3C(C12)COC(=O)N[C@H](C(=O)O)CC=1N=C(N(C1)COCC[Si](C)(C)C)C(N)=O